2-(4-(1-(benzo[d]thiazol-5-yl)ethyl)piperazin-1-yl)-N-(dimethyl(oxo)-λ6-sulfanylidene)pyrimidine-5-carboxamide S1C=NC2=C1C=CC(=C2)C(C)N2CCN(CC2)C2=NC=C(C=N2)C(=O)N=S(=O)(C)C